SN1NC=CC=C1 2-mercaptopyridazine